tert-Butyl 4-((7-bromoimidazo[1,2-a]pyridin-2-yl)oxy)piperidine-1-carboxylate BrC1=CC=2N(C=C1)C=C(N2)OC2CCN(CC2)C(=O)OC(C)(C)C